2-[4-[4-(2-Azaspiro[3.4]octan-2-yl)benzoyl]piperazin-1-yl]-3H-quinazolin-4-one C1N(CC12CCCC2)C2=CC=C(C(=O)N1CCN(CC1)C1=NC3=CC=CC=C3C(N1)=O)C=C2